beta-formamidopropionitrile sodium salt [Na].C(=O)NCCC#N